3-(4-fluorophenyl)piperazine-1-carboxylic acid tert-butyl ester C(C)(C)(C)OC(=O)N1CC(NCC1)C1=CC=C(C=C1)F